dimethylaminoethyl-behenamide CN(C)CCC(C(=O)N)CCCCCCCCCCCCCCCCCCCC